CC=1C=C(C2=C(N=C(O2)CSC=2NC(C3=C(N2)N(N=C3)C3=CC=CC=C3)=O)C1)C 6-(((5,7-Dimethylbenzo[d]oxazol-2-yl)methyl)thio)-1-phenyl-1,5-dihydro-4H-pyrazolo[3,4-d]pyrimidin-4-on